4,5-dimethyl-1H-pyrimidin-6-one CC=1N=CNC(C1C)=O